oxo-5-thia-1-azabicyclo[4.2.0]oct-2-ene-2-carboxylic acid C1CN2C1SC(=O)C=C2C(=O)O